C(C1=CC=CO1)NCCN N-furfuryl-1,2-ethanediamine